4-[4-(3-Fluorophenyl)piperidin-1-yl]-1-methyl-2-oxo-1,2-dihydro-quinoline-3-carbonitrile FC=1C=C(C=CC1)C1CCN(CC1)C1=C(C(N(C2=CC=CC=C12)C)=O)C#N